C(C)(C)(C)OC(=O)N1CC2=NN(C=C2C1)C=1C=NC(=CC1)C(=O)OC 2-(6-(methoxycarbonyl)pyridin-3-yl)-2,6-dihydropyrrolo[3,4-c]pyrazole-5(4H)-carboxylic acid tert-butyl ester